1-(5-(cyclohexylmethyl)-6-methoxy-[1,1'-biphenyl]-3-yl)-N-(3-(1,1-difluoropropyl)phenyl)-3-methyl-5-oxo-4,5-dihydro-1H-pyrazole-4-carboxamide C1(CCCCC1)CC=1C=C(C=C(C1OC)C1=CC=CC=C1)N1N=C(C(C1=O)C(=O)NC1=CC(=CC=C1)C(CC)(F)F)C